ClC1=CC=C(C(=O)N[C@@H]([C@H](C)O)C2=NC(=NO2)C2=CC=C(C=C2)OC(F)(F)F)C=C1 4-Chloro-N-((1S,2S)-2-hydroxy-1-(3-(4-(trifluoromethoxy)phenyl)-1,2,4-oxadiazol-5-yl)propyl)benzamid